C(N)(=O)[C@H]1N2C(N([C@H](C=C1C)C2)O[C@@H](C(=O)O)F)=O (2R)-2-[[(2s,5R)-2-carbamoyl-3-methyl-7-oxo-1,6-diazabicyclo[3.2.1]oct-3-en-6-yl]oxy]-2-fluoro-acetic acid